3,3-dimethyl-N-(4-methyl-1,1-dioxidotetrahydro-2H-thiopyran-4-yl)-2-oxo-1-(4-(2,2,3,3-tetrafluoropropoxy)pyridin-2-yl)indoline-5-carboxamide CC1(C(N(C2=CC=C(C=C12)C(=O)NC1(CCS(CC1)(=O)=O)C)C1=NC=CC(=C1)OCC(C(F)F)(F)F)=O)C